C(C)(C)(C)C=1C=C(C=CC1N1CCCC1)C=1C=C(C=CC1OCCO)C1=CC=C(C=C1)C(=O)O 3''-tert-butyl-4'-(2-hydroxy-ethoxy)-4''-pyrrolidin-1-yl-[1,1':3',1'']-terphenyl-4-carboxylic acid